(E)-methyl 2-[2-[6-(2-methyl-phenoxy) pyrimidin-4-yloxy] phenyl]-3-methoxyacrylate CC1=C(OC2=CC(=NC=N2)OC2=C(C=CC=C2)/C(/C(=O)OC)=C\OC)C=CC=C1